C(C=C)P(O)(O)=O.O(C1=CC=CC=C1)C1=CC=C(C(=O)C2=CC=C(C=C2)C(C2=CC=C(C=C2)OC2=CC=CC=C2)=O)C=C1 1,4-Bis(4-phenoxybenzoyl)benzene allyl-phosphonate